ClC=1C=C(C=CC1CN(C1=NC=CN=C1)C)NC=1C2=C(N=CN1)NC=C2C2CCN(CC2)C(C=C)=O 1-(4-(4-((3-chloro-4-((methyl(pyrazin-2-yl)amino)methyl)phenyl)amino)-7H-pyrrolo[2,3-d]pyrimidin-5-yl)piperidin-1-yl)prop-2-en-1-one